C1=C(C=CC=2OC3=C(C21)C=CC=C3)[C@H](C)NC3=CN=C(N(C3=O)CC(=O)OC(C)(C)C)SC Tert-butyl (S)-2-(5-((1-(dibenzo[b,d]furan-2-yl)ethyl)amino)-2-(methylthio)-6-oxopyrimidin-1(6H)-yl)acetate